CC1=C(C=NC=2OCCNC21)N2CC=1N=C(N=CC1CC2)NC2=CC=C(C=C2)CC(=O)N2CC(C2)N2CCOCC2 2-{4-[(7-{8-methyl-1H,2H,3H-pyrido[2,3-b][1,4]oxazin-7-yl}-5H,6H,7H,8H-pyrido[3,4-d]pyrimidin-2-yl)amino]phenyl}-1-[3-(morpholin-4-yl)azetidin-1-yl]ethan-1-one